Cl.NC=1C=C(C=CC1)N1N=C(CC1=O)C (3-aminophenyl)-5-methyl-2,4-dihydro-pyrazol-3-one hydrochloride